CS(=O)(=O)[O-].BrC1=NN(C(=C1)C[N+](CC)(CC)CC)C[C@H](C)NC(=O)OC(C)(C)C N-[(3-bromo-1-{(2S)-2-[(tert-butoxycarbonyl)amino]propyl}-1H-pyrazol-5-yl)methyl]-N,N-diethylethanaminium methanesulfonate